Fmoc-sulfonamide C(=O)(OCC1C2=CC=CC=C2C2=CC=CC=C12)S(=O)(=O)N